4-(2,2,2-trifluoroethoxy)phenol FC(COC1=CC=C(C=C1)O)(F)F